1-phenyl-5-trifluoromethyl-N'-(1-(4-fluorophenyl)methylene)-1H-pyrazole-4-carboxylic acid hydrazide C1(=CC=CC=C1)N1N=CC(=C1C(F)(F)F)C(=O)NN=CC1=CC=C(C=C1)F